N[C@@]1(N(CCC1)C(=O)OC(C)(C)C)C(=O)O 2-amino-boc-proline